Cl.Cl.C(C)(C)(C)[C@H]1CN(CCN1)C=1N=NC(=CN1)C1=C(C=C(C=C1)C=1N=CC=2N(C1)N=CN2)O 2-{3-[(3S)-3-tert-butylpiperazin-1-yl]-1,2,4-triazin-6-yl}-5-([1,2,4]triazolo[1,5-a]pyrazin-6-yl)phenol dihydrochloride